O(C1=CC=CC=C1)C1=CC(=NC=C1)C#N 4-phenoxypicolinonitrile